bis(dimethylamino)methylene-triazole CN(C)C(N(C)C)=C1N=NN=C1